7-((4-(2-(Difluoromethyl)imidazo[1,2-a]pyrazin-6-yl)-3,6-dihydropyridin-1(2H)-yl)methyl)-3-Ethyl-1,5-naphthyridin-2(1H)-one FC(C=1N=C2N(C=C(N=C2)C=2CCN(CC2)CC2=CN=C3C=C(C(NC3=C2)=O)CC)C1)F